F[C@H]1CN(CCOC1)C(=O)C1=CC2=C(C=N1)C(=NN2CC(F)(F)F)NC2=NC=CC(=C2)F [(6S)-6-fluoro-1,4-oxazepan-4-yl]-[3-(4-fluoro-pyridin-2-ylamino)-1-(2,2,2-trifluoro-ethyl)-1H-pyrazolo[4,3-c]pyridin-6-yl]-methanone